C(C)NC(CN1N=C(C=CC1=O)C=1C=NC(=CC1)SC)=O N-ethyl-2-(3-(6-(methylthio)pyridin-3-yl)-6-oxopyridazin-1(6H)-yl)acetamide